C(C)(C)OCCN(CCC(C(=O)O)NC(=O)C1(CCOCC1)C(F)(F)F)CCCCC1=NC=2NCCCC2C=C1 4-[2-isopropoxyethyl-[4-(5,6,7,8-tetrahydro-1,8-naphthyridin-2-yl)butyl]amino]-2-[[4-(trifluoromethyl)tetrahydropyran-4-carbonyl]amino]butanoic acid